(S)-6-((1-methylpiperidin-4-yl)oxy)-N-(5-(tetrahydrofuran-3-yl)-1H-pyrazol-3-yl)pyrazin-2-amine formate C(=O)O.CN1CCC(CC1)OC1=CN=CC(=N1)NC1=NNC(=C1)[C@H]1COCC1